4-(((S)-4-bromo-2,3-dihydro-1H-inden-1-yl)oxy)-5-chloro-2-(3-((R)-3-hydroxypyrrolidin-1-yl)propoxy)benzaldehyde BrC1=C2CC[C@@H](C2=CC=C1)OC1=CC(=C(C=O)C=C1Cl)OCCCN1C[C@@H](CC1)O